8-Chloro-5-[[2-[3-(6-fluoro-[1,2,4]triazolo[4,3-a]pyridin-7-yl)propyl]-2-azaspiro[3.3]heptan-6-yl]oxy]-2-methyl-isoquinolin-1-one ClC=1C=CC(=C2C=CN(C(C12)=O)C)OC1CC2(CN(C2)CCCC2=CC=3N(C=C2F)C=NN3)C1